4-chloro-3-fluoro-6-methoxy-2-(1-methyl-1H-pyrazol-5-yl)-5-(prop-1-yn-1-yl)benzonitrile ClC1=C(C(=C(C#N)C(=C1C#CC)OC)C1=CC=NN1C)F